atisane C[C@@H]1C[C@@]23CC[C@@H]1C[C@@H]2[C@]4(CCCC([C@@H]4CC3)(C)C)C